Methyl 4-amino-3-((2-(cyclopropylamino)ethyl)amino)benzoate NC1=C(C=C(C(=O)OC)C=C1)NCCNC1CC1